[Cu].[Zn].[Mg].[Ni] NICKEL-MAGNESIUM-ZINC-COPPER